C1(CC1)C(=O)NC1=CC(=C(N=N1)C(=O)NC([2H])([2H])[2H])NC1=NC=CC(=C1OC)C=1C=NN(C1C)C 6-cyclopropaneamido-4-{[4-(1,5-dimethyl-1H-pyrazol-4-yl)-3-methoxypyridin-2-yl]amino}-N-(2H3)methylpyridazine-3-carboxamide